4-(3-fluoropyridin-4-yl)-1H-1,2,3-triazol FC=1C=NC=CC1C=1N=NNC1